CN1C(N=CC(=C1)B1OC(C(O1)(C)C)(C)C)N 1-methyl-5-(4,4,5,5-tetramethyl-1,3,2-dioxaborolan-2-yl)pyrimidin-2-amine